4-cyano-4'-hexoxy-p-terphenyl C(#N)C1=CC=C(C=C1)C1=CCC(C=C1)(C1=CC=CC=C1)OCCCCCC